3-[3-methyl-2-oxo-5-(4-oxocyclohexyl)benzimidazol-1-yl]piperidine-2,6-dione CN1C(N(C2=C1C=C(C=C2)C2CCC(CC2)=O)C2C(NC(CC2)=O)=O)=O